3-(2-methoxypyridin-3-yl)-5-(4,7-diazaspiro[2.5]octan-7-yl)pyrazolo[1,5-a]pyrimidine hydrochloride Cl.COC1=NC=CC=C1C=1C=NN2C1N=C(C=C2)N2CCNC1(CC1)C2